Tert-butyl (Z)-(3-((3-((tert-butyldiphenylsilyl)oxy)-1-cyanoprop-1-en-2-yl)amino)propyl)-(methyl)carbamate [Si](C1=CC=CC=C1)(C1=CC=CC=C1)(C(C)(C)C)OC/C(=C/C#N)/NCCCN(C(OC(C)(C)C)=O)C